(3,5-di-tert-butyl-4-hydroxyphenyl)(p-tolyl)methanone C(C)(C)(C)C=1C=C(C=C(C1O)C(C)(C)C)C(=O)C1=CC=C(C=C1)C